C(C)(C)(C)OC(=O)N[C@H]1[C@@H](CC1)C(=O)O |r| (±)-trans-2-(tert-butoxycarbonylamino)cyclobutanecarboxylic acid